C1(CC1)N1C=CC2=C(C=C(C=C12)F)N1C(C2=CC(=C(C=C2C(=C1)C(=O)N1CCCCC1)OC([2H])([2H])[2H])OC([2H])([2H])[2H])=O 2-(1-cyclopropyl-6-fluoro-1H-indol-4-yl)-6,7-bis(methoxy-d3)-4-(piperidine-1-carbonyl)isoquinolin-1(2H)-one